C(C)C(C(=O)[O-])CCCC.[Co+2].C1(CCCCC1)CCCC1C(C1)CO.C(C)C(C(=O)[O-])CCCC (2-(3-cyclohexylpropyl)cyclopropyl)methanol cobalt(II) 2-ethylhexanoate